8-(4-fluorophenoxy)quinazolin-4(3H)-one FC1=CC=C(OC=2C=CC=C3C(NC=NC23)=O)C=C1